FC(C1(COC1)NSC(C)(C)C)(S(=O)(=O)C1=CC=CC=C1)F N-(3-(difluoro(benzenesulfonyl)methyl)oxacyclobutan-3-yl)-2-methylpropan-2-sulfenamide